2-((5-(7-((2S,3S)-3-(difluoromethyl)pyrrolidine-2-carbonyl)-2,7-diazaspiro[3.5]nonan-2-yl)-1,2,4-triazin-6-yl)oxy)-N-ethyl-5-fluoro-N-isopropylbenzamide FC([C@@H]1[C@H](NCC1)C(=O)N1CCC2(CN(C2)C=2N=CN=NC2OC2=C(C(=O)N(C(C)C)CC)C=C(C=C2)F)CC1)F